perfluoro-n-hexyl-sulfonic acid FC(C(C(C(C(C(F)(F)F)(F)F)(F)F)(F)F)(F)F)(S(=O)(=O)O)F